CC=1C=C(C=CC1N)C=1C(=CC(=CC1)N)C1=CC=CC=C1 3-methyl-4,4'-terphenyldiamine